furanediol O1C(=C(C=C1)O)O